FC1=CC=C2CCN(C2=C1)S(=O)(=O)C1=C2C=CNC(C2=CC=C1)=O 5-((6-Fluoroindolin-1-yl)sulfonyl)isoquinolin-1(2H)-one